FC1=C(C=CC=C1)P(N(P(C1=CC=C(C=C1)[Si](CCCC)(CCCC)CCCC)C1=C(C=CC=C1)SC)C)C1=CC=C(C=C1)[Si](CCCC)(CCCC)CCCC 1-(2-fluorophenyl)-N-methyl-N-((2-(methylthio)phenyl)(4-(tributylsilyl)phenyl)phosphaneyl)-1-(4-(tributylsilyl)phenyl)phosphanamine